7-(bromomethyl)-5-chloro-3-cyclobutyl-3H-imidazo[4,5-b]pyridine BrCC1=C2C(=NC(=C1)Cl)N(C=N2)C2CCC2